NC1=C(C=CC(=C1)Br)C1=CC(=CC(=C1)C(=O)NCCO)C1=CC=C(C=C1)S(N)(=O)=O amino-4-bromo-N-(2-hydroxyethyl)-4''-sulfamoyl-[1,1':3',1''-terphenyl]-5'-carboxamide